C(C)OC1=C(C=C2CCN(C(C2=C1)CCC1=CNC2=CC=C(C=C12)OC)C(=O)C=1C=NOC1)OC (7-ethoxy-6-methoxy-1-(2-(5-methoxy-1H-indol-3-yl)ethyl)-3,4-dihydroisoquinolin-2(1H)-yl)(isoxazol-4-yl)methanone